2-(10-dodecyl-3-ethyl-8,14-dioxo-7,9,13-trioxa-3-azanonadecan-19-yl)propane-1,3-diyl dioctanoate C(CCCCCCC)(=O)OCC(COC(CCCCCCC)=O)CCCCCC(OCCC(OC(OCCCN(CC)CC)=O)CCCCCCCCCCCC)=O